3-((R)-Hydroxy-(4-isopropyl-phenyl)-{5-[2-oxo-2-(tetrahydro-pyran-4-yl)-ethylcarbamoyl]-pyridin-3-yl}-methyl)-3-methyl-azetidine-1-carboxylic acid tert-butyl ester C(C)(C)(C)OC(=O)N1CC(C1)(C)[C@@](C=1C=NC=C(C1)C(NCC(C1CCOCC1)=O)=O)(C1=CC=C(C=C1)C(C)C)O